CSCOC=1C=C(C=CC1OC)C(CN1C(=CC(C=C1C)=O)C)=O 1-(2-(3-methylthiomethoxy-4-methoxyphenyl)-2-oxoethyl)-2,6-dimethylpyridin-4(1H)-one